OCCC1CC[C@@]2([C@H]3CC[C@@]4([C@H](CC[C@H]4[C@@H]3CC[C@@H]2C1)[C@@H](CCC(C)(O)C)C)C)C (R)-5-((5R,8R,9S,10S,13R,14S,17R)-3-(2-hydroxyethyl)-10,13-dimethylhexadecahydro-1H-cyclopenta[a]phenanthren-17-yl)-2-methylhexan-2-ol